NC1=CC(=C(OC=2C3=C(N=CN2)CN(CC3)C(=O)OC(C)(C)C)C=C1F)F tert-butyl 4-(4-amino-2,5-difluorophenoxy)-5,6-dihydropyrido[3,4-d]pyrimidine-7(8H)-carboxylate